(4-amino-1,3-dihydrofuro[3,4-c][1,7]naphthyridin-8-yl)((3S,5R)-3-(2-fluoro-4-(trifluoromethoxy)phenyl)-5-methyl-4-morpholinyl)methanone NC1=NC=2C=NC(=CC2C2=C1COC2)C(=O)N2[C@H](COC[C@H]2C)C2=C(C=C(C=C2)OC(F)(F)F)F